NC1=NC=2C=C(C(=CC2C2=C1C=NN2C)C(=O)N2N(CC(C2)C)C2=NC=C(C=C2F)C#C[Si](C)(C)C)C (4-Amino-1,7-dimethyl-1H-pyrazolo[4,3-c]quinolin-8-yl)(2-(3-fluoro-5-((trimethylsilyl)ethynyl)pyridin-2-yl)-4-methylpyrazolidin-1-yl)methanone